Cl[Pd]Cl dichloro-palladium